(1E,3E)-4-(4-(aminophenyl)buta-1,3-dienyl)-6-methoxybenzo[d]thiazole-5-ol NC1=C(C=CC=C1)/C=C/C=C/C1=C(C(=CC2=C1N=CS2)OC)O